rac-1-Fluoro-N-((3R,4S)-4-fluoropyrrolidin-3-yl)cyclopropane-1-sulfonamide hydrochloride Cl.FC1(CC1)S(=O)(=O)N[C@@H]1CNC[C@@H]1F |r|